2-(3,4-dimethoxyphenoxy)-5-nitrobenzonitrile COC=1C=C(OC2=C(C#N)C=C(C=C2)[N+](=O)[O-])C=CC1OC